FC=1C(=C(CNC(OC(C)(C)C)=O)C=CC1C1=NC=NC(=N1)NC=1C=NN(C1)C)C tert-butyl (3-fluoro-2-methyl-4-(4-((1-methyl-1H-pyrazol-4-yl)amino)-1,3,5-triazin-2-yl)benzyl)carbamate